S(=O)(=O)(O)C1=CC=C([N+](=O)[O-])C=C1.[N+](=O)([O-])C1=C(C=CC=C1)S(=O)(=O)O nitrophenyl-sulfonate (nosylate)